N-(3-chloro-5-(methylsulfonyl)phenyl)indolizine-2-carboxamide ClC=1C=C(C=C(C1)S(=O)(=O)C)NC(=O)C=1C=C2C=CC=CN2C1